2-[4-(6-Isopropoxy-1'-methyl-6'-oxo-1',6'-dihydro-[3,4']bipyridinyl-3'-yl)-pyrazol-1-yl]-benzonitrile C(C)(C)OC1=CC=C(C=N1)C=1C(=CN(C(C1)=O)C)C=1C=NN(C1)C1=C(C#N)C=CC=C1